CC1(OB(OC1(C)C)C=1OC2=C(C1C#N)C=CC=C2)C 2-(4,4,5,5-tetramethyl-1,3,2-dioxaborolan-2-yl)benzofuran-3-carbonitrile